N1N=CC(=C1)CCNC1=NC(=NC(=C1C)C)C(=O)NCC1=NC=CC=C1F 4-((2-(1H-pyrazol-4-yl)ethyl)amino)-N-((3-fluoropyridin-2-yl)methyl)-5,6-dimethylpyrimidine-2-carboxamide